C(C1=CC=CC=C1)OC1=NC(=CC=C1N1C(N(C2=C1C=CC(=C2)N2CCC(CC2)OCC(=O)OC(C)(C)C)C)=O)OCC2=CC=CC=C2 tert-butyl 2-[[1-[1-(2,6-dibenzyloxy-3-pyridyl)-3-methyl-2-oxo-benzimidazol-5-yl]-4-piperidyl]oxy]acetate